C(C)OC1=C(C=C(C=C1)N1C(N(C(C1(C)C)=O)C=1C=C(C(=NC1)C#N)C(F)(F)F)=S)C=1NC(C2=C(N1)C(=NN2C)CCC)=O 5-(3-(4-ethoxy-3-(1-methyl-7-oxo-3-propyl-6,7-dihydro-1H-pyrazolo[4,3-d]pyrimidin-5-yl)phenyl)-4,4-dimethyl-5-oxo-2-thioxoimidazolidin-1-yl)-3-(trifluoromethyl)picolinonitrile